BrC=1C=C2N(N=CC(=C2Cl)C(=NC2=C(C=CC=C2)C2CC2)N)C1 6-bromo-4-chloro-N'-(2-cyclopropylphenyl)pyrrolo[1,2-b]pyridazine-3-carboxamidine